(E)-4-methoxy-β-nitrostyrene COC1=CC=C(/C=C/[N+](=O)[O-])C=C1